OC1=CC2=C(N=C(S2)C2=CC=C(S2)C(=O)N2CCN(CC2)C)C=C1 [5-(6-hydroxy-benzothiazol-2-yl)-thiophen-2-yl]-(4-methyl-piperazin-1-yl)-methanone